propyl-hexamethylene isocyanate C(CC)C(CCCCCN=C=O)N=C=O